N-(3-fluoro-5-(3-morpholinoquinoxaline-6-carbonyl)phenyl)-3-(trifluoromethyl)benzamide FC=1C=C(C=C(C1)C(=O)C=1C=C2N=C(C=NC2=CC1)N1CCOCC1)NC(C1=CC(=CC=C1)C(F)(F)F)=O